ClC1=CC(=NC=C1Cl)C(=O)N1CC=2C(=NN3C2C(N(C[C@H]3C)C(C)C=3C=NC(=CC3)C(C)(C)O)=O)C[C@H]1C (3R,7R)-2-(4,5-dichloropicolinoyl)-9-(1-(6-(2-hydroxypropan-2-yl)pyridin-3-yl)ethyl)-3,7-dimethyl-1,2,3,4,8,9-hexahydropyrido[4',3':3,4]pyrazolo[1,5-a]pyrazin-10(7H)-one